Methyl 3-chloroisonicotinate ClC1=C(C(=O)OC)C=CN=C1